N-(2,4-bis(3-phenylureido)phenyl)toluenesulfonamide C1(=CC=CC=C1)NC(NC1=C(C=CC(=C1)NC(=O)NC1=CC=CC=C1)NS(=O)(=O)CC1=CC=CC=C1)=O